C(C1=CC=NC=C1)(=O)O.[Zn] zinc isonicotinic acid